2-[[ethyl-hydroxyphosphinyl]methyl]glutaric acid C(C)P(=O)(O)CC(C(=O)O)CCC(=O)O